ClC1=C2C(=NN(C2=CC(=C1)C1CCN(CC1)C(=O)OC(C)(C)C)C1OCCCC1)NC=1C=C(C=2N(C1)C=C(N2)C)F tert-butyl 4-[4-chloro-3-[(8-fluoro-2-methyl-imidazo[1,2-a]pyridin-6-yl)amino]-1-tetrahydropyran-2-yl-indazol-6-yl]piperidine-1-carboxylate